C1CC=CC=C1 1,2-dihydrobenzene